C1(CC1)C(C=1C=C(C(=O)NC(C)C2=NC=CN=C2C2=NC=C(C=N2)OC(F)F)C=C(C1)C(F)(F)F)(F)F 3-[cyclopropyl(difluoro)methyl]-N-[1-[3-[5-(difluoromethoxy)pyrimidin-2-yl]pyrazin-2-yl]ethyl]-5-(trifluoromethyl)benzamide